di-n-butyl phosphate tetradecylamine salt C(CCCCCCCCCCCCC)N.P(=O)(OCCCC)(OCCCC)O